(1R,3S)-3-[3-({[5-(trifluoromethyl)pyridin-2-yl]acetyl}amino)-1H-pyrazol-5-yl]cyclopentyl(1-methylcyclopropyl)carbamate FC(C=1C=CC(=NC1)CC(=O)NC1=NNC(=C1)[C@@H]1C[C@@H](CC1)N(C([O-])=O)C1(CC1)C)(F)F